3,5-difluoro-4-(((2-methyl-5-nitro-3-(prop-1-yn-1-yl)pyridin-4-yl)amino)methyl)benzenesulfonamide FC=1C=C(C=C(C1CNC1=C(C(=NC=C1[N+](=O)[O-])C)C#CC)F)S(=O)(=O)N